FC1=C(C=CC=C1F)CCN 2-(2,3-Difluoro-phenyl)-ethylamine